BrC1=C2C(C(N(C2=CC=C1C)CC)=O)(C)O 4-Bromo-1-ethyl-3-hydroxy-3,5-dimethylindolin-2-one